4-(4-Cyanothiazol-2-yl)piperazine-1-carboxylic acid tert-butyl ester C(C)(C)(C)OC(=O)N1CCN(CC1)C=1SC=C(N1)C#N